BrC=1C(=C(N)C=C(C1Cl)Cl)C 3-bromo-4,5-dichloro-2-methylaniline